(E)-3-(4-phenylphenyl)but-2-ene C1(=CC=CC=C1)C1=CC=C(C=C1)/C(=C/C)/C